(4-(hydroxymethyl) cyclohexyl) carbamate C(N)(OC1CCC(CC1)CO)=O